BrC1=CN=C2C=C(C(NC2=C1)=O)CC 7-bromo-3-ethyl-1,5-naphthyridine-2(1H)-one